2-Chloro-4-{4-[(3-dimethylaminopropyl)iminomethyl]phenyl}-7-phenyl-7H-pyrrolo[2,3-d]pyrimidine ClC=1N=C(C2=C(N1)N(C=C2)C2=CC=CC=C2)C2=CC=C(C=C2)C=NCCCN(C)C